7,8-difluoro-4-(8-fluoro-4-methylquinolin-3-yl)-2,2-dimethyl-1-(prop-2-yn-1-yl)-1,2-dihydroquinazoline FC1=CC=C2C(=NC(N(C2=C1F)CC#C)(C)C)C=1C=NC2=C(C=CC=C2C1C)F